methyl 1-(2-chloro-4-(1-(2,6-dichlorophenyl)azetidin-3-yl)-6-methylbenzyl)piperidine-4-carboxylate ClC1=C(CN2CCC(CC2)C(=O)OC)C(=CC(=C1)C1CN(C1)C1=C(C=CC=C1Cl)Cl)C